N[C@H]1CCCCNC(CC[C@H](NC([C@@H](NC1=O)CC(C)C)=O)C(=O)N[C@H](C(=O)C=1SC2=C(N1)C=CC=C2)CCCNC(=N)N)=O (2S,5S,14S)-14-amino-N-((S)-1-(benzo[d]thiazol-2-yl)-5-guanidino-1-oxopentan-2-yl)-2-isobutyl-3,8,15-trioxo-1,4,9-triazacyclopentadecane-5-carboxamide